2-(chloromethyl)-1-((1-fluorocyclopropyl)methyl)-1H-benzo[d]imidazole-6-carboxylic acid methyl ester COC(=O)C=1C=CC2=C(N(C(=N2)CCl)CC2(CC2)F)C1